FC(CCN1CC(C1)CC1=CC=C(C=C1)C1=C(CCCC2=C1C=CC(=C2)C(=O)O)C2=C(C(=CC=C2)F)C(F)(F)F)F 9-(4-((1-(3,3-difluoropropyl)azetidin-3-yl)methyl)phenyl)-8-(3-fluoro-2-(trifluoromethyl)phenyl)-6,7-dihydro-5H-benzo[7]annulene-3-carboxylic acid